N[C@H](C(=O)O)CCN=[N+]=[N-] (S)-amino-4-azido-butanoic acid